[Na].C1=CC=CC=2SC3=CC=CC=C3NC12 phenothiazine-sodium salt